[P].NC(=O)C(=O)N oxamide phosphorus